C(C)(C)N1CCN(CC1)C(=O)C1=CC=C(C=C1)NC1=NC=CC(=N1)C=1C(=NN(C1)CCC1=CC=CC=C1)C=1C=NC=CC1 (4-isopropylpiperazin-1-yl)(4-((4-(1-phenethyl-3-(pyridin-3-yl)-1H-pyrazol-4-yl)pyrimidin-2-yl)amino)phenyl)methanone